2-((2-(5-cyanopyridin-2-yl)ethyl)amino)-2-phenylacetic acid ethyl ester C(C)OC(C(C1=CC=CC=C1)NCCC1=NC=C(C=C1)C#N)=O